(E)-1-Fluoro-2-isopropyl-3-methoxy-5-phenylvinylbenzene FC1=C(C(=CC(=C1)\C=C\C1=CC=CC=C1)OC)C(C)C